CC1(C(N(CC1)C)=O)C trimethyl-2-pyrrolidone